(1R,3S)-3-aminocyclopentanol tartrate C(=O)(O)C(O)C(O)C(=O)O.N[C@@H]1C[C@@H](CC1)O